2-fluorobromobenzene C1=CC=C(C(=C1)F)Br